ClC=1C(=C(NC2=C(C(=O)O)C=CC=C2)C=CC1)NCC1CCCCC1 2-(3-chloro-2-(cyclohexylmethylamino)anilino)benzoic acid